ClC=1C(=NN(C1)C)C1=NC(=NC=C1C(F)(F)F)N[C@@H]1CC[C@H](CC1)N(C(=O)NCC(F)F)C1=NC=C(C=C1)C=1C=NC(=NC1)OC 1-(trans-4-((4-(4-chloro-1-methyl-1H-pyrazol-3-yl)-5-(trifluoromethyl)pyrimidin-2-yl)amino)cyclohexyl)-3-(2,2-difluoroethyl)-1-(5-(2-methoxypyrimidin-5-yl)pyridin-2-yl)urea